BrCC1=NC(=CC=C1)C1=CC=C(C=C1)C(F)(F)F 2-(bromomethyl)-6-(4-(trifluoromethyl)phenyl)pyridine